F[P-](F)(F)(F)(F)F.[Ir+3].FC1=CC=C(C=C1)C1=NC=CC=C1.FC1=CC=C(C=C1)C1=NC=CC=C1.F[P-](F)(F)(F)(F)F.F[P-](F)(F)(F)(F)F bis[2-(4-fluorophenyl)pyridine] iridium hexafluorophosphate